N(=C=O)CC1C2CCC(C1CCCN=C=O)C2 2-isocyanatomethyl-3-(3-isocyanatopropyl)-bicyclo(2.2.1)heptane